(R)-3-(hydroxymethyl)piperidine-1-carboxylic acid tert-butyl ester C(C)(C)(C)OC(=O)N1C[C@@H](CCC1)CO